C(=O)C=1C=C(C=CC1C(=O)OC)N1CCN(CC1)C(=O)OC(C)(C)C tert-Butyl 4-(3-formyl-4-(methoxy carbonyl)phenyl)piperazine-1-carboxylate